ClC=1C=CC=C2CCN(C12)C(=O)NC=1C=C2CN(C(C2=CC1)=O)C1C(NC(CC1)=O)=O 7-chloro-N-(2-(2,6-dioxopiperidin-3-yl)-1-oxoisoindolin-5-yl)indoline-1-carboxamide